C(C)C(C(C)(C)C)(CC)O diethyl-neopentyl alcohol